di(dodecyloxy) phosphate P(=O)(OOCCCCCCCCCCCC)(OOCCCCCCCCCCCC)[O-]